CN1C(=NC2=C1C=CC(=C2)[N+](=O)[O-])N2C[C@@H](CCC2)NC(OC(C)(C)C)=O tert-butyl (R)-(1-(1-methyl-5-nitro-1H-benzo[d]imidazol-2-yl)piperidin-3-yl)carbamate